(S)-2-(4-Fluorophenyl)-6,6,7-trimethyl-3-(1H-pyrazolo[3,4-b]pyridin-4-yl)-6,7-dihydro-5H-pyrazolo[5,1-b][1,3]oxazine FC1=CC=C(C=C1)C1=NN2C(OCC([C@@H]2C)(C)C)=C1C1=C2C(=NC=C1)NN=C2